FC(C(O)C1[C@@H]2CCN([C@H]([C@H]2CCC1)C)C(=O)OCC1=CC=CC=C1)F.[S] sulfur (32S)benzyl (1S,4aR,8aS)-5-(2,2-difluoro-1-hydroxy-ethyl)-1-methyl-3,4,4a,5,6,7,8,8a-octahydro-1H-isoquinoline-2-carboxylate